eicosane-6,6-diol CCCCCC(CCCCCCCCCCCCCC)(O)O